2-(5-Chloropyrimidin-2-yl)ethanesulfonic acid sodium salt [Na+].ClC=1C=NC(=NC1)CCS(=O)(=O)[O-]